ClC1=C(C=C(C=C1)C1=CN(C(C=C1)=O)C(C)C)CC(C(=O)NC1=CC=C(C=C1)C=1N=NNC1C)NC(=O)C=1N(N=CC1)C N-[1-[[2-chloro-5-(1-isopropyl-6-oxo-3-pyridyl)phenyl]methyl]-2-[4-(5-methyl-1H-triazol-4-yl)anilino]-2-oxo-ethyl]-2-methyl-pyrazole-3-carboxamide